(R)-TERT-BUTYL 5'-CHLORO-2',3',4,5-TETRAHYDRO-2H-SPIRO[BENZO[B][1,4]OXAZEPINE-3,1'-INDENE]-7-CARBOXYLATE ClC=1C=C2CC[C@@]3(C2=CC1)CNC1=C(OC3)C=CC(=C1)C(=O)OC(C)(C)C